C1(CC1)C=1C(=NC=C(C1)C(F)F)C(=O)NCC=1C=NC(=NC1)C(F)(F)F 3-cyclopropyl-5-(difluoromethyl)-N-((2-(trifluoromethyl)pyrimidin-5-yl)methyl)picolinamide